C12CC(CC2C1)OC1=C(C=C(C=C1F)NC(C1=NC(=CC=C1)N1CC(C1)(C)OC)=O)F N-(4-(bicyclo[3.1.0]hexan-3-yloxy)-3,5-difluorophenyl)-6-(3-methoxy-3-methylazetidin-1-yl)picolinamide